(5-((4-(2,5-dimethylthiazol-4-yl)pyrimidin-2-yl)amino)-1H-indol-2-yl)(morpholinyl)methanone CC=1SC(=C(N1)C1=NC(=NC=C1)NC=1C=C2C=C(NC2=CC1)C(=O)N1CCOCC1)C